6-Amino-5-chloro-2-cyclopropylpyrimidin NC1=C(C=NC(=N1)C1CC1)Cl